C1(=CC=CC=C1)[S@](=O)CCCC (R)-phenyl-n-butyl sulfoxide